dimethylsilylene-(2-isopropyl-4-(p-isopropyl-phenyl)indenyl)(2-methyl-4-(p-isopropyl-phenyl)indenyl)zirconium dichloride [Cl-].[Cl-].C[Si](=[Zr+2](C1C(=CC2=C(C=CC=C12)C1=CC=C(C=C1)C(C)C)C)C1C(=CC2=C(C=CC=C12)C1=CC=C(C=C1)C(C)C)C(C)C)C